C[C@H]1N(CCC(C1)(C(=O)OC)CC(=C)C)C(=O)OCCCC butyl 4-methyl (2R)-2-methyl-4-(2-methylprop-2-en-1-yl)piperidine-1,4-dicarboxylate